COC=1C=C(CN(C=2SC=C(N2)COCCOC2=CC=CC=C2)CC2=CC(=CC=C2)OC)C=CC1 N,N-bis(3-methoxybenzyl)-4-((2-phenoxyethoxy)methyl)thiazol-2-amine